(2E,3E)-N2,N3-Diphenyl-butan-2,3-diimin C1(=CC=CC=C1)/N=C(\C)/C(/C)=N/C1=CC=CC=C1